(1S,2'S,4S,6'S)-7-chloro-2'-methyl-6'-(1-methyl-1H-1,2,3-triazol-4-yl)spiro[isochroman-1,4'-piperidin]-4-ol ClC1=CC=C2[C@@H](CO[C@]3(C[C@@H](N[C@@H](C3)C=3N=NN(C3)C)C)C2=C1)O